BrC1=CC=CC(=N1)C=1N=C2N(N=CC=C2)C1 (6-bromo-2-pyridinyl)imidazo[1,2-b]pyridazine